2-benzyl-2-azaspiro[3.3]heptan-6-yl (2R,6S)-4-(6-methoxy-3-nitropyridin-2-yl)-2,6-dimethylpiperazine-1-carboxylate COC1=CC=C(C(=N1)N1C[C@H](N([C@H](C1)C)C(=O)OC1CC2(CN(C2)CC2=CC=CC=C2)C1)C)[N+](=O)[O-]